FC(C(C(F)(F)F)(O)C1=CC=C(C=C1)C1=CC=C(C=C1)CN1C[C@@H](N(CC1)CC1=CC=NC=C1)CC(=O)NC(C)C)(F)F (S)-2-(4-((4'-(1,1,1,3,3,3-hexafluoro-2-hydroxypropan-2-yl)-[1,1'-biphenyl]-4-yl)methyl)-1-(pyridin-4-ylmethyl)piperazin-2-yl)-N-isopropylacetamide